7-methyl-1,3,4,5-tetrahydropyrido[4,3-b]indol CC=1C=CC=2C3=C(NC2C1)CCNC3